N-(piperidin-4-yl)-1,8-naphthyridin-3-amine hydrochloride Cl.N1CCC(CC1)NC=1C=NC2=NC=CC=C2C1